N-(2,4-dichloro-6-fluoro-benzyl)-8-methylene-5,6,7,8-tetrahydro-quinoline-5-carboxamide ClC1=C(CNC(=O)C2C=3C=CC=NC3C(CC2)=C)C(=CC(=C1)Cl)F